C(C)(C)(C)OC(=O)N1CC(CC1)C1CCN(CC1)C(=O)OCC1=CC=CC=C1 benzyl 4-(1-(tert-butoxycarbonyl)pyrrolidin-3-yl)piperidine-1-carboxylate